5-((4-(pyridazin-3-yl)piperazin-1-yl)sulfonyl)indoline tert-butyl-5-((4-(pyridazin-3-yl)piperazin-1-yl)sulfonyl)indoline-1-carboxylate C(C)(C)(C)OC(=O)N1CCC2=CC(=CC=C12)S(=O)(=O)N1CCN(CC1)C=1N=NC=CC1.N1=NC(=CC=C1)N1CCN(CC1)S(=O)(=O)C=1C=C2CCNC2=CC1